2-(trimethylsilyl)ethyl piperazine-1-carboxylate N1(CCNCC1)C(=O)OCC[Si](C)(C)C